C[C@@H]1C[C@H]2[C@@H](CC3=CNC4=CC=CC2=C34)N(C1)C The molecule is an alkaloid that is the 6,8beta-dimethyl derivative of ergoline. It is a conjugate base of a festuclavine(1+). It derives from a hydride of an ergoline.